di-tert-butyl D-(+)-aspartate N[C@H](CC(=O)OC(C)(C)C)C(=O)OC(C)(C)C